FC1(OC2=C(O1)C=CC(=C2)C=2C=C1CC(C(C1=CC2)NC(O[C@@H]2CN1CCC2CC1)=O)(C)C)F (S)-quinuclidin-3-yl (5-(2,2-difluorobenzo[d][1,3]dioxol-5-yl)-2,2-dimethyl-2,3-dihydro-1H-inden-1-yl)carbamate